CCNC(=O)[C@@H]1[C@H]([C@H]([C@@H](O1)N2C=NC3=C(N=C(N=C32)C#CCC4CCC(CC4)C(=O)OC)N)O)O methyl (1R,4r)-4-(3-(6-amino-9-((2R,3R,4S,5S)-5-(ethylcarbamoyl)-3,4-dihydroxytetrahydrofuran-2-yl)-9H-purin-2-yl)prop-2-yn-1-yl)cyclohexane-1-carboxylate